FC(CC(C(=O)NC1=NC=CC(=C1)C1=C(C=2C(N(CCC2N1)C)=O)C1=CC=CC=C1)C1=CC=C(C=C1)F)F 4,4-Difluoro-2-(4-fluorophenyl)-N-[4-(5-methyl-4-oxo-3-phenyl-4,5,6,7-tetrahydro-1H-pyrrolo[3,2-c]pyridin-2-yl)pyridin-2-yl]butanamid